FC=1C(=C(C=CC1)NC=1C(=NN2C1C(NCC2)=O)C2=C(C=NC=C2)NCCOC)OC 3-((3-fluoro-2-methoxyphenyl)amino)-2-(3-((2-methoxyethyl)amino)pyridin-4-yl)-6,7-dihydropyrazolo[1,5-a]pyrazin-4(5H)-one